Cl.N=1N2C(=CC1C=1C=C(C(=NC1)N)OC(C)C=1C=NC=NC1)[C@@]1(CC2)CNCC1 5-[(S)-5',6'-dihydrospiro[pyrrolidine-3,4'-pyrrolo[1,2-b]pyrazol]-2'-yl]-3-{[1-(pyrimidin-5-yl)ethyl]oxy}pyridin-2-amine-hydrochloride salt